FC=1C=C(C=C(C1)F)N1C[C@H]2C([C@H]2C1)C1=NOC(=N1)CN1C=NC=2N=CN(C2C1=O)C 1-((3-((1R,5S,6R)-3-(3,5-difluorophenyl)-3-azabicyclo[3.1.0]hex-6-yl)-1,2,4-oxadiazol-5-yl)methyl)-7-methyl-1,7-dihydro-6H-purin-6-one